4-[5-(aminomethyl)pyrimidin-2-yl]-3-(6-pyrrolidin-1-ylpyridazin-4-yl)sulfanylbenzonitrile NCC=1C=NC(=NC1)C1=C(C=C(C#N)C=C1)SC1=CN=NC(=C1)N1CCCC1